4-hydroxy-3-methyl-trans-2-butenylaminopurine CC/C=C/NC1=NC=C2C(N1C)(N=CN2)O